COC(=O)C1=CN(C(=C1C)C1=C(C=CC=C1)C(F)(F)F)CCOCC1=CC=CC=C1.ClC=1C(=C(C=CC1)[Bi](C1=CC=C(C=C1)C)C1=CC=CC=C1)Cl dichlorodiphenyl-(p-tolyl)bismuth Methyl-(S)-1-(2-(benzyloxy)ethyl)-4-methyl-5-(2-(trifluoromethyl)phenyl)-1H-pyrrole-3-carboxylate